N-((1-((2-((2-(4-aminopiperidin-1-yl)pyrimidin-5-yl)oxy)-6-(3,5-dichlorophenyl)pyridin-4-yl)methyl)piperidin-4-yl)methyl)acetamide NC1CCN(CC1)C1=NC=C(C=N1)OC1=NC(=CC(=C1)CN1CCC(CC1)CNC(C)=O)C1=CC(=CC(=C1)Cl)Cl